N1(CCC1)C(CN1C(N(C2=NC=C(C=C21)C2=CC(=C(C=C2)O)C(F)(F)F)C(C2=CC=CC=C2)(C2=CC=CC=C2)C2=CC=CC=C2)=O)=O 1-(2-(azetidin-1-yl)-2-oxoethyl)-6-(4-hydroxy-3-(trifluoromethyl)phenyl)-3-trityl-1,3-dihydro-2H-imidazo[4,5-b]pyridin-2-one